C(C)OC(=O)C(C(=O)N)(C(=O)N)C(=O)OCC diethoxycarbonyl-malonamide